ClCC(=O)NC1=C(C(=CC=C1COCC(F)(F)F)C)C 2-chloro-N-(2,3-dimethyl-6-((2,2,2-trifluoroethoxy)methyl)phenyl)acetamide